C(C)(C)(C)OC(=O)\N=C/1\N(C(CC(N1)(CC)CC)=O)C([C@H]1[C@@H](C1)C(=O)OCC)C=1C=NC=CC1 (1R,2R)-ethyl 2-(((E)-2-((tert-butoxycarbonyl)imino)-4,4-diethyl-6-oxotetrahydropyrimidin-1(2H)-yl)(pyridin-3-yl)methyl)cyclopropanecarboxylate